4-[6-([[(2R,3S)-3-[(tert-butoxycarbonyl)amino]-5-carbamoylpentan-2-yl]oxy]methyl)naphthalen-2-yl]butanoic acid C(C)(C)(C)OC(=O)N[C@H]([C@@H](C)OCC=1C=C2C=CC(=CC2=CC1)CCCC(=O)O)CCC(N)=O